ClC1=C(C(C(=O)[O-])=CC=C1)O.[Na+] sodium 3-chlorosalicylate